BrC=1SC2=C(N1)C(=C(C(=C2)OC)C)Cl 2-bromo-4-chloro-6-methoxy-5-methylbenzo[d]thiazole